1,2-dimethyl-ethyl-sulfonate CC(CC)S(=O)(=O)[O-]